OC(CNC(O[C@@H]1CC[C@H](CC1)C(N(C[C@@H]1CC[C@H](CC1)C1=NC(=C(C=C1)OC)C)C1=NC=CC(=C1)C=1N=C(OC1)C1CC1)=O)=O)(C)C trans-4-((4-(2-Cyclopropyloxazol-4-yl)pyridin-2-yl)-((trans-4-(5-meth-oxy-6-methyl-pyridin-2-yl)cyclohexyl)methyl)carbamoyl)cyclohexyl (2-hydroxy-2-methyl-propyl)carbamate